bromo-8-fluoro-2-phenylquinolin-4(1H)-one BrN1C(=CC(C2=CC=CC(=C12)F)=O)C1=CC=CC=C1